1-(((3aR,5s,6aS)-5-((6-(2,3,5-trifluorophenyl)pyridazin-3-yl)amino)hexahydrocyclopenta[c]pyrrol-2(1H)-yl)methyl)cyclohexan-1-ol FC1=C(C=C(C=C1F)F)C1=CC=C(N=N1)NC1C[C@@H]2[C@@H](CN(C2)CC2(CCCCC2)O)C1